C(CCCCCCCCCCC)SSCCCO[C@@H](CN1C2=NC=NC(=C2N=C1)N)C (R)-9-{2-[(dodecyl-dithioethyl)methoxy]propyl}adenine